C(=C)C(C(O)(C=C)C=C)(O)CO trivinylglycerol